C(C1=CC=CC=C1)C1=C(C(=O)OCCN(CCO)C2=CC=3N(C=C2)N=CC3N)C=C(N=C1CO[Si](C)(C)C(C)(C)C)CO[Si](C)(C)C(C)(C)C 2-[(3-aminopyrazolo[1,5-a]pyrid-5-yl)(2-hydroxyethyl)amino]ethanol benzyl-2,6-bis(((t-butyldimethylsilyl)oxy)methyl)-isonicotinate